4-chloro-5-(4-chlorophenyl)-3-((1-(3-chloropyridin-2-yl)-5-((S)-1-hydroxyethyl)-1H-1,2,4-triazol-3-yl)methyl)-1-((S)-3,3,3-trifluoro-2-hydroxypropyl)-1,3-dihydro-2H-imidazol-2-one ClC=1N(C(N(C1C1=CC=C(C=C1)Cl)C[C@@H](C(F)(F)F)O)=O)CC1=NN(C(=N1)[C@H](C)O)C1=NC=CC=C1Cl